bis[tris(2-ethylhexyl) silyl] chromate [Cr](=O)(=O)(O[Si](CC(CCCC)CC)(CC(CCCC)CC)CC(CCCC)CC)O[Si](CC(CCCC)CC)(CC(CCCC)CC)CC(CCCC)CC